mono-nitroo-xylene (R)-5-(3-((tert-butoxycarbonyl)(cyclopropyl)amino)pyrrolidin-1-yl)pyrazine-2-carboxylate lithium salt [Li+].C(C)(C)(C)OC(=O)N([C@H]1CN(CC1)C=1N=CC(=NC1)C(=O)[O-])C1CC1.[N+](=O)([O-])C1=C(C(=CC=C1)C)C